4,4-difluorocyclohexyl-(methyl)-1H-1,2,3-triazole-5-carboxamide FC1(CCC(CC1)C=1N=NN(C1C(=O)N)C)F